Tetrahydroxyflavan C1=CC=C(C=C1)C2(C(C(C3=CC=CC=C3O2)O)(O)O)O